(E)-2-(3,4-bis(methoxymethoxy)phenylvinyl)-N-(2-(2-fluoroethoxy)ethyl)-N,5-dimethylbenzo[d]thiazol-6-amine COCOC=1C=C(C=CC1OCOC)/C=C/C=1SC2=C(N1)C=C(C(=C2)N(C)CCOCCF)C